BrC1=C2C=NNC2=C(C=C1F)C(=O)N1[C@H](CN(CC1)C(=O)OC(C)(C)C)CCO tert-Butyl (S)-4-(4-bromo-5-fluoro-1H-indazole-7-carbonyl)-3-(2-hydroxyethyl)piperazine-1-carboxylate